2-hydrazineyl-3-nitro-5-(trifluoromethyl)pyridine N(N)C1=NC=C(C=C1[N+](=O)[O-])C(F)(F)F